1,4-dichloro-1-butene ClC=CCCCl